C1(CCC1)COC=1C=CC(=NC1)[N+](=O)[O-] 5-(cyclobutylmethoxy)-2-nitropyridine